Ethyl 6-bromo-7-cyanobenzo[b]thiophene-2-carboxylate BrC=1C=CC2=C(SC(=C2)C(=O)OCC)C1C#N